C(C)(C)(C)N1CCN(CC1)C=1C=C(C=CC1Cl)C1=NC(=CC(=C1O)C1=CC(=C(C=C1)N1C(N(C=C1)C)=O)Cl)C 1-(4-(2-(3-(4-(tert-butyl)piperazin-1-yl)-4-chlorophenyl)-3-hydroxy-6-meth-ylpyridin-4-yl)-2-chlorophenyl)-3-methyl-1,3-dihydro-2H-imidazol-2-one